4-(tert-butoxycarbonyl)-6,15-dioxo-8,11-dioxa-5,14-diazatritriacontane-1-oic acid C(C)(C)(C)OC(=O)C(CCC(=O)O)NC(COCCOCCNC(CCCCCCCCCCCCCCCCCC)=O)=O